(2S)-1-hydroxy-4-methylpentan-2-aminium OC[C@H](CC(C)C)[NH3+]